N-[2-hydroxy-1,1-bis(hydroxymethyl)ethyl]acetamide m-Phenoxybenzyl-3-(2,2-dichlorovinyl)-2,2-dimethylcyclopropancarboxylat O(C1=CC=CC=C1)C=1C=C(COC(=O)C2C(C2C=C(Cl)Cl)(C)C)C=CC1.OCC(CO)(CO)NC(C)=O